C(#N)C1=CC(=NC=C1)N1CC(C2=C1N=CN=C2N2C[C@H](N(C[C@@H]2C)C(=O)OC(C)(C)C)C)(C)C tert-butyl (2R,5S)-4-[7-(4-cyano-2-pyridinyl)-5,5-dimethyl-6H-pyrrolo[2,3-d]pyrimidin-4-yl]-2,5-dimethylpiperazine-1-carboxylate